((9H-fluorene-9,9-diyl)bis(3-ethyl-1,5-dioxaspiro[5.5]undecane-9,3-diyl))dimethanol C1=CC=CC=2C3=CC=CC=C3C(C12)(C1CCC2(OCC(CO2)(CC)CO)CC1)C1CCC2(OCC(CO2)(CC)CO)CC1